C1(=CC=CC=C1)[C@H](C)N[C@@H](C)C1=CC=CC=C1 bis((S)-1-phenylethyl)amine